C(C)C1=CC=CC(=N1)NC(=O)C=1C(=CC=2N(C1)C=C(N2)C21COC(C2)(C1)CF)OC N-(6-ethylpyridin-2-yl)-2-(1-(fluoromethyl)-2-oxabicyclo[2.1.1]hexan-4-yl)-7-methoxyimidazo[1,2-a]pyridine-6-carboxamide